5-Chloro-N'-{1-[(5-fluoropyridin-3-yl)methyl]-6-oxopyridazine-3-carbonyl}pyridine-3-carbohydrazide ClC=1C=C(C=NC1)C(=O)NNC(=O)C1=NN(C(C=C1)=O)CC=1C=NC=C(C1)F